CC=1C=C2C(C(=COC2=CC1)C(=O)N)=O 6-methyl-4-oxo-4H-chromen-3-carboxamide